tert-butyl 2-[6-[3-(4-bromophenyl)propyl]-4,7,10-tris(2-tert-butoxy-2-oxo-ethyl)-1,4,7,10-tetrazacyclododec-1-yl]acetate BrC1=CC=C(C=C1)CCCC1CN(CCN(CCN(CCN1CC(OC(C)(C)C)=O)CC(OC(C)(C)C)=O)CC(=O)OC(C)(C)C)CC(=O)OC(C)(C)C